3-[[(2S)-4-[5-isobutyl-2-(2H-tetrazol-5-yl)-3-pyridinyl]-2-methyl-piperazin-1-yl]methyl]pyridazine C(C(C)C)C=1C=C(C(=NC1)C=1N=NNN1)N1C[C@@H](N(CC1)CC=1N=NC=CC1)C